6-(1,3-benzothiazol-6-yl)-2-methyl-N-{(1R)-1-[3-(1-methyl-1H-pyrazol-4-yl)phenyl]ethyl}pyrimidin-4-amine S1C=NC2=C1C=C(C=C2)C2=CC(=NC(=N2)C)N[C@H](C)C2=CC(=CC=C2)C=2C=NN(C2)C